3-((3,5-bistrifluoromethylphenyl)amino)-5-methoxybenzo[d]isothiazole 1,1-dioxide FC(C=1C=C(C=C(C1)C(F)(F)F)NC1=NS(C2=C1C=C(C=C2)OC)(=O)=O)(F)F